3-(5-bromo-4-fluoro-1H-indazol-1-yl)-2,2-dimethylpropionitrile BrC=1C(=C2C=NN(C2=CC1)CC(C#N)(C)C)F